(R)-methyl 3-((2-methoxybenzyl)carbamoyl)-4-(2-methoxyethyl)-3-methyl-5-oxo-2,3,4,5-tetrahydrobenzofuro[2,3-f][1,4]oxazepine-8-carboxylate COC1=C(CNC(=O)[C@]2(COC3=C(C(N2CCOC)=O)OC2=C3C=CC(=C2)C(=O)OC)C)C=CC=C1